2-(2,2-difluorovinyl)-4-(trifluoromethyl)aniline FC(=CC1=C(N)C=CC(=C1)C(F)(F)F)F